5-cyclopropyl-6-(3-methylimidazo[4,5-c]pyridin-7-yl)-3-[(3-methyl-1H-pyrazol-4-yl)amino]pyrazine-2-carboxamide tert-butyl-6-bromo-3-(methylcarbamoyl)-1H-indazole-1-carboxylate C(C)(C)(C)OC(=O)N1N=C(C2=CC=C(C=C12)Br)C(NC)=O.C1(CC1)C=1N=C(C(=NC1C=1C2=C(C=NC1)N(C=N2)C)C(=O)N)NC=2C(=NNC2)C